(S)-N-cyclobutyl-1-(4-((1-(5-(3,5-difluorophenyl)-4,5-dihydro-1H-pyrazole-1-carbonyl)azetidin-3-yl)oxy)-5-fluoropyridin-2-yl)-3,5-dimethyl-1H-pyrazole-4-carboxamide C1(CCC1)NC(=O)C=1C(=NN(C1C)C1=NC=C(C(=C1)OC1CN(C1)C(=O)N1N=CC[C@H]1C1=CC(=CC(=C1)F)F)F)C